BrC=1C=C(C(=NC1OC)Cl)C=O 5-bromo-2-chloro-6-methoxypyridine-3-carbaldehyde